ONC(C)(C(C)(NO)C)C N,N'-dihydroxyl-2,3-dimethyl-2,3-butanediamine